C(C)SC(=S)SC(C(=O)NCCNC(OC(C)(C)C)=O)C tert-butyl (2-(2-(((ethylthio)carbonothioyl)thio)propanamido)ethyl)carbamate